3-Methyl-N-(4-oxazolo[5,4-b]pyridin-2-ylphenyl)tetrahydrofuran-3-carboxamid CC1(COCC1)C(=O)NC1=CC=C(C=C1)C=1OC2=NC=CC=C2N1